rac-methyl 3-(((2S,3R)-3-(3,3-difluorobutyl)-2-fluoro-5-(4-fluorophenyl)-1,1-dioxido-7-(trifluoromethyl)-2,3,4,5-tetrahydrobenzo[b][1,4]thiazepin-8-yl)oxy)-2,2-dimethylpropanoate FC(CC[C@@H]1CN(C2=C(S([C@@H]1F)(=O)=O)C=C(C(=C2)C(F)(F)F)OCC(C(=O)OC)(C)C)C2=CC=C(C=C2)F)(C)F |r|